C(C)N1N=CC(=C1)NC(=O)C=1C(=CC=2N(C1)C(=C(N2)C(C2=CC=CC=C2)(C2=CC=CC=C2)O)CC)OC 3-Ethyl-2-(hydroxy-diphenyl-methyl)-7-methoxy-imidazo[1,2-a]pyridine-6-carboxylic acid (1-ethyl-1H-pyrazol-4-yl)-amide